3-(2-ethoxy-2-oxoethyl)-2-oxobenzimidazole-1-carboxylic acid tert-butyl ester C(C)(C)(C)OC(=O)N1C(N(C2=C1C=CC=C2)CC(=O)OCC)=O